Methyl 5-(3-acetyl-(2-(tert-butoxy)-2-oxoethyl)-1H-indazol-5-yl)pyrimidine-2-carboxylate C(C)(=O)C1=NN(C2=CC=C(C=C12)C=1C=NC(=NC1)C(=O)OC)CC(=O)OC(C)(C)C